FC=1C(=C(C=CC1F)B(O)O)SCF (3,4-difluoro-2-((fluoromethyl)thio)phenyl)boronic acid